CC(=O)N[C@@H]1[C@H]([C@@H]([C@H](O[C@@H]1O)CO)O[C@H]2[C@@H]([C@H]([C@@H]([C@@H](O2)C(=O)O)O)O)O)O The molecule is a heparin disaccharide that is N-acetyl-alpha-D-glucosamine in which the hydroxy group at position 4 has been glycosylated by alpha-L-idopyranuronic acid. Sequence: IdoA-GlcNAc It is a heparin disaccharide, an amino disaccharide and an oligosaccharide sulfate.